N-(5-isopropyl-thiazol-2-yl)phenylacetamide C(C)(C)C1=CN=C(S1)NC(CC1=CC=CC=C1)=O